C(CC1=CC=CC=C1)SC1=CC=2SC3=CC=C(C=C3SC2C=C1)SCCC1=CC=CC=C1 2,7-di(phenethyl-mercapto)thianthrene